[O-]C#N.C(C)(C)(C)C1=C(C=CC=C1)O tert-butylphenol cyanate